OC1=CC=C(C=C1)\C(=C(/CC)\C1=CC=CC=C1)\C1=CC=C(C=C1)CCCN1CC(CC1)N1CCN(CC1)C=1C=C2CN(C(C2=CC1)=O)C1C(NC(CC1)=O)=O (E)-3-(5-(4-(1-(3-(4-(1-(4-hydroxyphenyl)-2-phenylbut-1-en-1-yl)phenyl)propyl)pyrrolidin-3-yl)piperazin-1-yl)-1-oxoisoindolin-2-yl)piperidine-2,6-dione